5-acetyl-2,7-dimethyl-3-(4-(1-methyl-1H-pyrazol-4-yl)phenyl)isoquinolin-1(2H)-one C(C)(=O)C1=C2C=C(N(C(C2=CC(=C1)C)=O)C)C1=CC=C(C=C1)C=1C=NN(C1)C